NC1=CC=C(C(=O)C2=CC=C(C=C2)N)C=C1 (4,4'-diamino)benzophenone